4-(2-((1R,2R)-2-Hydroxycyclohexylamino)benzothiazol-6-yloxy)-N-methylpyridinamide O[C@H]1[C@@H](CCCC1)NC=1SC2=C(N1)C=CC(=C2)OC2=CC(=NC=C2)C(=O)NC